tert-butyl 4-[6-(4-cyanotetrahydropyran-4-yl)pyrazolo[1,5-a]pyridin-3-yl]-2-(difluoromethoxy)-6-methoxy-benzoate C(#N)C1(CCOCC1)C=1C=CC=2N(C1)N=CC2C2=CC(=C(C(=O)OC(C)(C)C)C(=C2)OC)OC(F)F